OC(C(=O)O)C(C1=CC=CC=C1)(C1=CC=CC=C1)OC 2-hydroxy-3-methoxy-3,3-diphenylpropanoic acid